OC(CN1CCNCC1)COC 4-(2-hydroxy-3-methoxypropyl)piperazine